6-(3,5-dimethoxybenzyl)-8-(4-methoxypiperidin-1-yl)-3-methyl-2-(propan-2-yl)imidazo[1,2-c]pyrido[2,3-e]pyrimidin-5(6H)-one COC=1C=C(CN2C(N3C(C4=C2C=C(C=N4)N4CCC(CC4)OC)=NC(=C3C)C(C)C)=O)C=C(C1)OC